(5aR,5bS,7aS,8S,10aS,10bR)-2-((2,4-dimethylphenyl)amino)-5a,7a-dimethyl-5,5a,5b,6,7,7a,8,9,10,10a,10b,11-dodecahydro-4H-cyclopenta[7,8]phenanthro[2,1-d]thiazol-8-ol CC1=C(C=CC(=C1)C)NC=1SC2=C(N1)CC[C@@]1([C@H]3CC[C@]4([C@H]([C@@H]3CC=C12)CC[C@@H]4O)C)C